C(C(C([2H])([2H])[2H])(C([2H])([2H])[2H])N1N=CC=C1)([2H])([2H])[2H] N-[2-(2H3)methyl(2H6)propan-2-yl]-1H-pyrazole